Difluoromethyl-(trimethyl)silane FC(F)[Si](C)(C)C